2,4-dihydroxycyclohexylacetic acid OC1C(CCC(C1)O)CC(=O)O